(S)-α-cyano-3-phenoxybenzyl (Z)-(1R,3S)-2,2-dimethyl-3-[2-(2,2,2-trifluoro-1-trifluoromethylethoxycarbonyl)vinyl]cyclopropanecarboxylate CC1([C@@H]([C@@H]1\C=C/C(=O)OC(C(F)(F)F)C(F)(F)F)C(=O)O[C@@H](C1=CC(=CC=C1)OC1=CC=CC=C1)C#N)C